C(CC=C)NS(=O)(=O)NC(OC(C)(C)C)=O TERT-BUTYL N-(BUT-3-EN-1-YL)SULFAMOYLCARBAMATE